(3-Aminoazetidin-1-yl)(5-(4-(trifluoromethyl)phenoxy)naphthalen-2-yl)methanone TFA salt OC(=O)C(F)(F)F.NC1CN(C1)C(=O)C1=CC2=CC=CC(=C2C=C1)OC1=CC=C(C=C1)C(F)(F)F